BrCCCCCC(=O)OC(C(CCC\C=C/CCCCC)OC(CCC\C=C/CCCCC)=O)CCC\C=C/CCCCC.OCC(NC(C=C)=O)(CO)CO N-[tris(hydroxymethyl)-methyl]acrylamide (6Z,16Z)-12-((6-bromohexanoyl)oxy)docosa-6,16-dien-11-yl-(Z)-undec-5-enoate